CC1([C@@H]([C@H](CCC1)C)CCC(CCC)OC(C=CC1=CC=CC=C1)=O)C 1-((1R,6S)-2,2,6-Trimethylcyclohexyl)hexan-3-ylcinnamat